CC1=C(C(=CC=C1)C)NC1=NN(C2=CC(=CC=C12)NC1=CC=CC=C1)CCN1CCN(CC1)C N3-(2,6-dimethylphenyl)-1-(2-(4-methylpiperazin-1-yl)ethyl)-N6-phenyl-1H-indazole-3,6-diamine